Benzyl 4-[2-[4-(4-chlorophenyl)-5-[2-[(cyclopentylamino)methyl]-4-pyridyl]imidazol-1-yl]acetyl]piperazine-1-carboxylate ClC1=CC=C(C=C1)C=1N=CN(C1C1=CC(=NC=C1)CNC1CCCC1)CC(=O)N1CCN(CC1)C(=O)OCC1=CC=CC=C1